4-(4-((1-methylpiperidin-4-yl)amino)-1-(2,2,2-trifluoroethyl)-1H-indol-2-yl)benzaldehyde CN1CCC(CC1)NC1=C2C=C(N(C2=CC=C1)CC(F)(F)F)C1=CC=C(C=O)C=C1